3-(4-fluoro-2-methoxyphenoxy)-N-(pyridazin-4-yl)-6-(trifluoromethyl)pyridazine-4-carboxamide FC1=CC(=C(OC=2N=NC(=CC2C(=O)NC2=CN=NC=C2)C(F)(F)F)C=C1)OC